[3-(3-chloro-2-piperazin-1-yl-6-quinolinyl)-4-(trifluoromethyl)phenyl]methylamine dihydrochloride Cl.Cl.ClC=1C(=NC2=CC=C(C=C2C1)C=1C=C(C=CC1C(F)(F)F)CN)N1CCNCC1